(2R,5S)-4-(4-(1H-Tetrazol-5-yl)cyclohexyl)-5-(4-chlorobenzyl)-2-((methylsulfonyl)methyl)morpholin N1N=NN=C1C1CCC(CC1)N1C[C@@H](OC[C@@H]1CC1=CC=C(C=C1)Cl)CS(=O)(=O)C